[N+](=O)([O-])C1=C(N(CCC)CCC)C(=CC(=C1)C(F)(F)F)[N+](=O)[O-] 2,6-dinitro-N,N-dipropyl-4-(trifluoromethyl)aniline